C(C1=CC(=CC(=C1O)CO)C)C1=CC(=CC(=C1O)CO)C 6,6'-methylenebis(2-hydroxymethyl-4-methylphenol)